methyl [2-({3-bromo-5-fluoro-6-[3-methyl-2,6-dioxo-4-(trifluoromethyl)-3,6-dihydropyrimidin-1(2H)-yl]pyridin-2-yl}oxy)phenoxy]acetate BrC=1C(=NC(=C(C1)F)N1C(N(C(=CC1=O)C(F)(F)F)C)=O)OC1=C(OCC(=O)OC)C=CC=C1